5-chloro-1'-[2-({2-oxo-1-[3-hydroxy-3-methylcyclobutyl]-1H,2H,3H,4H-pyrido[2,3-d]pyrimidin-6-yl}oxy)ethyl]-1,2-dihydrospiro[indole-3,4'-piperidin]-2-one ClC=1C=C2C(=CC1)NC(C21CCN(CC1)CCOC1=CC2=C(N(C(NC2)=O)C2CC(C2)(C)O)N=C1)=O